BrC=1C(=NC(=NC1Cl)S(=O)C)N 5-bromo-6-chloro-2-(methylsulfinyl)pyrimidin-4-amine